N,O-dimethylhydroxylamine, hydrochloride Cl.CNOC